N-(4-{4-cyano-2-[(3,3-difluoro-1-azetidinyl)carbonyl]phenyl}-6-isopropoxy-2-pyridyl)-5-{[(S)-1-cyclobutylethylamino]methyl}-1-cyclopropyl-2-oxo-1,2-dihydronicotinamide C(#N)C1=CC(=C(C=C1)C1=CC(=NC(=C1)OC(C)C)NC(C=1C(N(C=C(C1)CN[C@@H](C)C1CCC1)C1CC1)=O)=O)C(=O)N1CC(C1)(F)F